COC1=C(C=C(C=C1O)\C=C\C1=CC=C(O)C=C1)O 4-methoxy-(E)-resveratrol